1-(ethyl-(2-oxo-2-(4-(5-(trifluoromethyl)pyrimidin-2-yl)piperazin-1-yl)ethoxy)amino)propane 6-chloro-benzoate ClC1=CC=CC=C1C(=O)O.C(C)N(CCC)OCC(N1CCN(CC1)C1=NC=C(C=N1)C(F)(F)F)=O